ClC1=CC=C(C=C1)C=1C2=C(C(N(N1)C=1C=NC(=CC1)F)=O)N=C(C(=C2)C)C 5-(4-chlorophenyl)-7-(6-fluoro-3-pyridyl)-2,3-dimethyl-pyrido[2,3-d]pyridazin-8-one